1-[4-(2-methyl-2-propanyl)phenyl]ethan-1-one CC(C)(C)C1=CC=C(C=C1)C(C)=O